4-bromo-N-((5-fluoro-2,3-dihydrobenzofuran-4-yl)methyl)-2,7-naphthyridin-1-amine BrC1=CN=C(C2=CN=CC=C12)NCC1=C(C=CC2=C1CCO2)F